(5S)-5-(2-fluorophenyl)-2-propyl-6,7-dihydro-5H-pyrrolo[1,2-b][1,2,4]triazole FC1=C(C=CC=C1)[C@@H]1CCC=2N1N=C(N2)CCC